FC(C1=NN=C(O1)C1=CC(=C(C=C1)CN(S(=O)(=O)CCN1CCSCC1)C1=CC=CC=C1)F)F N-[[4-[5-(difluoromethyl)-1,3,4-oxadiazol-2-yl]-2-fluoro-phenyl]methyl]-N-phenyl-2-thiomorpholino-ethanesulfonamide